CN(C1(CCC2(CN(C(N2)=O)C=2C=NC(=CC2C)C(F)(F)F)CC1)C1=CC(=CC=C1)O)C 8-(dimethylamino)-8-(3-hydroxyphenyl)-3-(4-methyl-6-(trifluoromethyl)-pyridin-3-yl)-1,3-diazaspiro[4.5]decan-2-one